C(C)(C)(C)NC(=O)C1(CCN(CC1)C1=NC=C(C=C1)C=1C=2N(C=C(N1)C=1C=NN(C1)C1CCC(CC1)=O)N=CC2C#N)CC N-tert-butyl-1-[5-[3-cyano-6-[1-(4-oxocyclohexyl)pyrazol-4-yl]pyrazolo[1,5-a]pyrazin-4-yl]-2-pyridyl]-4-ethyl-piperidine-4-carboxamide